C(C)OC1=CC=C(C=N1)C=1C=C2CC(C(C2=CC1)NC(O[C@@H]1CN2CCC1CC2)=O)(C)C (S)-quinuclidin-3-yl (5-(6-ethoxypyridin-3-yl)-2,2-dimethyl-2,3-dihydro-1H-inden-1-yl)carbamate